C(C)(C)[C@H]1CC[C@H](CC1)OC[C@@H]1N(CCC[C@@H]1NS(=O)(=O)C)C(CCC1=CC=CC=C1)=O N-(cis-2-(((cis-4-isopropylcyclohexyl)oxy)methyl)-1-(3-phenylpropanoyl)piperidin-3-yl)methanesulfonamide